4-(5-cyclopropoxy-2-methyl-4-nitrophenyl)-1-methyl-1,2,3,6-tetrahydropyridine C1(CC1)OC=1C(=CC(=C(C1)C=1CCN(CC1)C)C)[N+](=O)[O-]